C(C)(=O)OC=1C(=NC=CC1OC)C(=O)N[C@@H](C)C(=O)[O-] [[3-(acetyloxy)-4-methoxy-2-pyridinyl]carbonyl]-L-alaninate